Cl.NCCOCCN(C)C 2-(2-aminoethoxy)-N,N-dimethylethan-1-amine hydrochloride